1-{[1-(4-chloro-3-fluorophenyl)-1H-1,2,4-triazol-5-yl]methyl}-3-({6-[(4-fluorophenyl)methyl]-7-oxo-4,6-diazaspiro[2.4]hept-4-en-5-yl}methyl)urea ClC1=C(C=C(C=C1)N1N=CN=C1CNC(=O)NCC1=NC2(CC2)C(N1CC1=CC=C(C=C1)F)=O)F